(2-[3-(dimethoxymethylsilyl)propoxy]-5-hydroxyphenyl)triphenylphosphonium bromide [Br-].COC(OC)[SiH2]CCCOC1=C(C=C(C=C1)O)[P+](C1=CC=CC=C1)(C1=CC=CC=C1)C1=CC=CC=C1